C(C)(C)(C)OC(=O)N1C[C@@H]2N(C3=CC4=C(C=C3NC2)C(OC4)=O)CC1.OC1CN(C1)C=O (3-hydroxyazetidin-1-yl)methanone tert-butyl-(R)-8-oxo-1,2,4,4a,5,6,8,10-octahydro-3H-furo[3,4-g]pyrazino[1,2-a]quinoxaline-3-carboxylate